O=C1CCNCCC2N1CCC2 6-oxodecahydropyrrolo[1,2-a][1,5]diazocin